6-(3-fluoropyridin-4-yl)-5-(pyridin-3-yl)-1,2,4-triazin-3-amine FC=1C=NC=CC1C1=C(N=C(N=N1)N)C=1C=NC=CC1